4-(bromomethyl)-2-pyridinecarbonitrile BrCC1=CC(=NC=C1)C#N